4-chloro-6-(2-pyridyl)pyrimidine ClC1=NC=NC(=C1)C1=NC=CC=C1